CN1C=NC2=C1C=C(C=C2C2=CC=C(C=C2)OC(F)(F)F)N 1-methyl-4-(4-(trifluoromethoxy)phenyl)-1H-benzo[d]imidazol-6-amine